COC(=O)C1=NN(C2=CC=C(C=C12)Br)[C@H](C)CC (R)-5-bromo-1-(sec-butyl)-1H-indazole-3-carboxylic acid methyl ester